5-(1,1-Difluoroethyl)-N-{2-fluoro-4-methyl-5-[8-(morpholin-4-yl)imidazo[1,2-a]pyridin-6-yl]phenyl}pyridine-3-carboxamide FC(C)(F)C=1C=C(C=NC1)C(=O)NC1=C(C=C(C(=C1)C=1C=C(C=2N(C1)C=CN2)N2CCOCC2)C)F